1-(7-((4,4-difluorocyclohexyl)oxy)-3,4-dihydroisoquinolin-2(1H)-yl)prop-2-en-1-one FC1(CCC(CC1)OC1=CC=C2CCN(CC2=C1)C(C=C)=O)F